N1-(6-(2-(dimethylamino)ethoxy)pyridin-3-yl)-7-methyl-1H-benzo[d]imidazol-2(3H)-one CN(CCOC1=CC=C(C=N1)N1C(NC2=C1C(=CC=C2)C)=O)C